ethyl 2-(4-cyano-2-methylphenyl)-3-oxobutanoate C(#N)C1=CC(=C(C=C1)C(C(=O)OCC)C(C)=O)C